BrC=CC=1SC=CC1 2-(2-bromovinyl)thiophene